6-amino-2-morpholinopyrimidin-4(3H)-one NC1=CC(NC(=N1)N1CCOCC1)=O